ClC=1C=C2C(CC(C2=CC1Cl)=C(C#N)C#N)=O 2-(5,6-dichloro-3-oxoindan-1-ylidene)malononitrile